FC1(C(C1)OCCNC1=C(NC=C1)C(=O)OCC)F ethyl 3-((2-(2,2-difluorocyclopropoxy) ethyl) amino)-1H-pyrrole-2-carboxylate